ClC1=C(C=CC(=C1)Cl)C(C)N1C=C(C2=NC=C(N=C21)N2CC(C2)C2CN(CCC2)CCO)C(F)(F)F 2-[3-(1-{5-[1-(2,4-dichlorophenyl)ethyl]-7-(trifluoromethyl)pyrrolo[3,2-b]pyrazin-3-yl}azetidin-3-yl)hexahydropyridin-1-yl]ethan-1-ol